N-(3-((4-(quinazolin-4-ylamino)piperidin-1-yl)methyl)phenyl)ethanesulfonamide tert-butyl-(1-(3-fluoro-5-(trifluoromethyl)pyridin-2-yl)ethyl)carbamate C(C)(C)(C)N(C(O)=O)C(C)C1=NC=C(C=C1F)C(F)(F)F.N1=CN=C(C2=CC=CC=C12)NC1CCN(CC1)CC=1C=C(C=CC1)NS(=O)(=O)CC